eicosanyl 2-iodopropionate IC(C(=O)OCCCCCCCCCCCCCCCCCCCC)C